tert-butyl 4-[4-[(2,4-dioxo-3-azabicyclo[3.1.1]heptane-5-yl) amino] phenyl]-3,6-dihydro-2H-pyridine-1-carboxylate O=C1C2CC(C(N1)=O)(C2)NC2=CC=C(C=C2)C=2CCN(CC2)C(=O)OC(C)(C)C